ClC=1C=C(C=C(C1)Cl)C1(CC(=NO1)C1=CC(=C(C(=O)N(C2=NN(C(=N2)COC)CC)CC)C=C1)C)C(F)(F)F 4-(5-(3,5-dichlorophenyl)-5-(trifluoromethyl)-4,5-dihydroisoxazol-3-yl)-N-ethyl-N-(1-ethyl-5-(methoxymethyl)-1H-1,2,4-triazol-3-yl)-2-methylbenzamide